CC(CC1(NC(=NC(=N1)NC1=CC=NC=C1)C1=CC=CC=C1)N)CC 2-(2-methylbutyl)-6-phenyl-N4-(pyridin-4-yl)-1,3,5-triazine-2,4-diamine